1H-indole-3-carboxaldehyde N1C=C(C2=CC=CC=C12)C=O